2,2'-azobis{2-[1-(2-hydroxyethyl)-2-imidazolin-4-yl]propane} dihydrochloride Cl.Cl.N(=NC(C)(C)C1N=CN(C1)CCO)C(C)(C)C1N=CN(C1)CCO